8-methoxy-6-trifluoromethylthiophenanthridine COC1=CC2=C(N=C3C=CC=CC3=C2C=C1)SC(F)(F)F